di-isopropyl-aminosilane (S)-quinuclidin-3-yl-((R)-6-(4-ethyl-3-fluorophenyl)-2,2-dimethyl-1,2,3,4-tetrahydronaphthalen-1-yl)carbamate N12C[C@H](C(CC1)CC2)N(C(O)=O)[C@@H]2C(CCC1=CC(=CC=C21)C2=CC(=C(C=C2)CC)F)(C)C.C(C)(C)[SiH](N)C(C)C